N[C@@H]1CN(CCC1)CC=1C=C(C=C(C1)N1C=NC(=C1)C)NC(=O)N1CCC(CC1)OC=1C=NC(=CC1)C (S)-N-(3-((3-aminopiperidin-1-yl)methyl)-5-(4-methyl-1H-imidazol-1-yl)phenyl)-4-((6-methylpyridin-3-yl)oxy)piperidine-1-carboxamide